(3aR,5s,6aS)-2-((2-methyl-6-(trifluoromethyl)pyridin-3-yl)sulfonyl)-N-((3-methyloxetan-3-yl)methyl)octahydrocyclopenta[c]pyrrol-5-amine CC1=NC(=CC=C1S(=O)(=O)N1C[C@@H]2[C@H](C1)CC(C2)NCC2(COC2)C)C(F)(F)F